(4S)-N-(7-chloro-6-(cis-4-((R)-3-fluoropyrrolidin-1-yl)cyclohexyl)isoquinolin-3-yl)-2,2-dimethyltetrahydro-2H-pyran-4-carboxamide ClC1=C(C=C2C=C(N=CC2=C1)NC(=O)[C@@H]1CC(OCC1)(C)C)[C@@H]1CC[C@@H](CC1)N1C[C@@H](CC1)F